BrC=1C=C(C(=C(C1)O)SC)I 5-bromo-3-iodo-2-(methylthio)phenol